ClC1=C(C(=CC=C1)Cl)N1N=C(C(=C1)NC1=CC=C(C=C1)N1N=C(C=C1C(F)(F)F)C)C(=O)N 1-(2,6-dichlorophenyl)-4-((4-(3-methyl-5-(trifluoromethyl)-1H-pyrazol-1-yl)phenyl)amino)-1H-pyrazole-3-carboxamide